racemic-(cis)-tert-butyl 5-(4-((5-(3-carbamoyl-5-methyl-1H-pyrazol-1-yl)-1H-indol-1-yl)methyl)phenyl)-3,3a,4,6a-tetrahydrocyclopenta[c]pyrrole-2(1H)-carboxylate C(N)(=O)C1=NN(C(=C1)C)C=1C=C2C=CN(C2=CC1)CC1=CC=C(C=C1)C=1C[C@@H]2[C@@H](CN(C2)C(=O)OC(C)(C)C)C1